5-(methoxymethyl)-1-[4-(trifluoromethoxy)phenyl]pyrazol COCC1=CC=NN1C1=CC=C(C=C1)OC(F)(F)F